ClC=1C=C(C(=NC1)OC=1C=CC=2N(C1)C(=C(N2)C(=O)NC2C(S(C2)(=O)=O)(C)C)C)OCC(F)F 6-[[5-chloro-3-(2,2-difluoroethoxy)-2-pyridyl]oxy]-N-(2,2-dimethyl-1,1-dioxo-thietan-3-yl)-3-methyl-imidazo[1,2-a]pyridine-2-carboxamide